1-(2-fluorobenzyl)-N5-((1S,2S)-2-methoxycyclopropyl)-N3-methyl-2-oxo-1,2-dihydropyridine-3,5-dicarboxamide FC1=C(CN2C(C(=CC(=C2)C(=O)N[C@@H]2[C@H](C2)OC)C(=O)NC)=O)C=CC=C1